C(C1=CC=CC=C1)OC=1C=C(C=C(C1)Cl)N1C(NC(C(=C1)C=1C=NC(=CC1)OC)=O)=O 1-(3-(benzyloxy)-5-chlorophenyl)-5-(6-methoxypyridin-3-yl)pyrimidine-2,4(1H,3H)-dione